N,N-diphenyl-2-(tributylstannyl)benzo[b]thiophen-6-amine C1(=CC=CC=C1)N(C=1C=CC2=C(SC(=C2)[Sn](CCCC)(CCCC)CCCC)C1)C1=CC=CC=C1